N-(5-benzyl-3-cyanothiophen-2-yl)-2-methyl-2-phenoxypropanamide C(C1=CC=CC=C1)C1=CC(=C(S1)NC(C(C)(OC1=CC=CC=C1)C)=O)C#N